[Si](C)(C)(C(C)(C)C)OC1(CCC1)C1=CC=C(C=C1)N1CCCC1 1-(4-(1-((tert-butyldimethylsilyl)oxy)cyclobutyl)phenyl)pyrrolidin